N-(cis-2-(((1-(2-chloro-5-fluorophenyl)piperidin-4-yl)oxy)methyl)-1-(cyclopropylcarbonyl)piperidin-3-yl)methanesulfonamide ClC1=C(C=C(C=C1)F)N1CCC(CC1)OC[C@@H]1N(CCC[C@@H]1NS(=O)(=O)C)C(=O)C1CC1